C(C)(C)(C)OC(=O)N1CCC(CC1)CN1CCN(CC1)C1=CC=C(N=N1)C(=O)O 6-[4-[(1-t-Butoxycarbonyl-4-piperidinyl)methyl]piperazin-1-yl]pyridazine-3-carboxylic acid